C1(C=CC=2C1=C1C=CC=CC1=CC2)OC(CCC2=CC=CC=C2)=O cyclopenta[f]naphthalen-1-yl-3-phenylpropionate